pentamethyl-tetrahydroindane CC1C(C(C2=CCCCC12)(C)C)(C)C